C1(=CC(=CC=C1)C1=NC(=NC=C1Cl)N[C@H]1CC[C@H](CC1)NC(C)=O)C1=CC=CC=C1 N-(cis-4-((4-([1,1'-biphenyl]-3-yl)-5-chloropyrimidin-2-yl)amino)cyclohexyl)acetamide